O1CCN(C2=C1C=CC=C2)C2=CC(=C(C(=O)N([C@H]1CNCCC1)C1=NC=CC3=CC=CC(=C13)C)C=C2)F 4-(2,3-dihydro-1,4-benzoxazin-4-yl)-2-fluoro-N-(8-methyl-1-isoquinolyl)-N-[(3R)-3-piperidyl]benzamide